BrC=1C=C(CC(C(=O)N(C2=CC=CC=C2)C2=CC=C(C=C2)O)CO)C=CC1 2-(3-bromobenzyl)-3-hydroxy-N-(4-hydroxyphenyl)-N-phenylpropanamide